(5S,8S,9S,10R,13R,14S,17R)-17-[(1R,4R)-4-ethyl-1,5-dimethylhexyl]-10,13-dimethyl-2,4,5,7,8,9,11,12,14,15,16,17-dodecahydro-1H-cyclopenta[a]phenanthrene-3,6-dione C(C)[C@H](CC[C@@H](C)[C@H]1CC[C@H]2[C@@H]3CC([C@H]4CC(CC[C@@]4([C@H]3CC[C@]12C)C)=O)=O)C(C)C